2-phenyl-6,7-dihydro-5H-pyrazolo[5,1-b][1,3]Oxazine-3-carboxamide C1(=CC=CC=C1)C1=NN2C(OCCC2)=C1C(=O)N